5-(2-chloro-phenyl)-2-thiocytosine ClC1=C(C=CC=C1)C=1C(=NC(NC1)=S)N